C1(CC1)N1CCS(C2=C(C1=O)SC(=C2)C2=NC(=NC=C2C(F)(F)F)NC2=C(C=C(C=C2)C2CCNCC2)C2CC2)(=O)=O 4-cyclopropyl-7-(2-((2-cyclopropyl-4-(piperidin-4-yl)phenyl)amino)-5-(trifluoromethyl)pyrimidin-4-yl)-3,4-dihydrothieno[2,3-f][1,4]thiazepin-5(2H)-one 1,1-dioxide